N-((cis)-3-(5-Chloro-2-cyanophenyl)cyclobutyl)-1-((R)-2-hydroxy-1-(4-(pyridin-2-ylmethyl)phenyl)ethyl)-1H-pyrazole-4-carboxamide ClC=1C=CC(=C(C1)[C@H]1C[C@H](C1)NC(=O)C=1C=NN(C1)[C@@H](CO)C1=CC=C(C=C1)CC1=NC=CC=C1)C#N